camphor carbon [C].C12(C(=O)CC(CC1)C2(C)C)C